FC=1C(=C2NC=C(CCN)C2=CC1)F 6,7-difluorotryptamine